C(C)(C)(C)OOC=1C(=C(C=CC1)C(C)C)OOC(C)(C)C Bis-t-butylperoxyisopropyl-benzene